CC1(CC(C=2C(CCCC12)(C)C)O)C 3,3,7,7-tetramethyl-2,4,5,6-tetrahydroinden-1-ol